2-(2,6-dioxopiperidin-3-yl)-5-(4-((1-(2-(4-(1,2-diphenylbut-1-en-1-yl)phenoxy)ethyl)piperidin-4-yl)methyl)piperazin-1-yl)-6-fluoroisoindoline-1,3-dione O=C1NC(CCC1N1C(C2=CC(=C(C=C2C1=O)N1CCN(CC1)CC1CCN(CC1)CCOC1=CC=C(C=C1)C(=C(CC)C1=CC=CC=C1)C1=CC=CC=C1)F)=O)=O